CATECHOLIC ACID C1(O)=C(O)C(=CC=C1)C(=O)O